2-(5-Pentylcyclohex-1,4-dienyl)acetic acid C(CCCC)C1=CCC=C(C1)CC(=O)O